N-(1-(5-methyl-1-(4-(trifluoromethyl)phenyl)-1H-pyrazolo[3,4-b]pyridin-3-yl)pyrrolidin-3-yl)acrylamide CC=1C=C2C(=NC1)N(N=C2N2CC(CC2)NC(C=C)=O)C2=CC=C(C=C2)C(F)(F)F